OC1=C(C=C(CSCC(=O)OCCCCCCCCCCCCC)C=C1C(C)(C)C)C(C)(C)C Tridecyl 4-hydroxy-3,5-di-tert-butylbenzylmercaptoacetate